ClC=1C(=C2C=NNC2=CC1Cl)C=1C(=NN(C1C)C1CC2(CN(C2)C(C=C)=O)C1)N1C(CC(=CC1)CN1CCOCC1)(C)C 1-(6-(4-(5,6-dichloro-1H-indazol-4-yl)-3-(2,2-dimethyl-4-(morpholinomethyl)-3,6-dihydropyridin-1(2H)-yl)-5-methyl-1H-pyrazol-1-yl)-2-azaspiro[3.3]heptan-2-yl)prop-2-en-1-one